(S)-N-{1,2,3-trimethoxy-9-oxo-10-(pyrrolidin-1-carbonyl)-5,6,7,9-tetrahydrobenzo[a]heptalen-7-yl}acetamide COC1=C(C(=CC2=C1C1=CC=C(C(C=C1[C@H](CC2)NC(C)=O)=O)C(=O)N2CCCC2)OC)OC